O[C@H]1[C@H](CNC1)NC(C)=O N-((3s,4r)-4-hydroxypyrrolidin-3-yl)acetamide